N1=CN=CC(=C1)C1=CC2=C(NC=N2)C=C1C(F)(F)F 5-(pyrimidin-5-yl)-6-(trifluoromethyl)-1H-benzo[d]imidazole